C(C1=CC=CC=C1)N1CC(OCC1)C1=NC(=NN1C1CCN(CC1)C)CC1=CC=C(C=C1)OC 4-Benzyl-2-(3-(4-methoxybenzyl)-1-(1-methylpiperidin-4-yl)-1H-1,2,4-triazol-5-yl)morpholin